7-((2-methyl-1,2,3,4,10,10a-hexahydropyrido[4',3':4,5]pyrrolo[1,2-a]pyrazin-8-yl)amino)-4-(6-methylpyrazolo[1,5-a]pyridin-3-yl)isoindolin-1-one CN1CC2N(CC1)C1=C(C2)C=C(N=C1)NC=1C=CC(=C2CNC(C12)=O)C=1C=NN2C1C=CC(=C2)C